C(SC)OB(O)O 2-thia-propylboric acid